1-(2-Chloro-5-(4-(1-(4-(4,5-dimethyl-6-oxo-1-propyl-1,6-dihydropyridin-3-yl)-2,6-dimethoxyphenethyl)piperidin-4-yloxy)piperidine-1-carbonyl)phenyl)dihydropyrimidine-2,4(1H,3H)-dione ClC1=C(C=C(C=C1)C(=O)N1CCC(CC1)OC1CCN(CC1)CCC1=C(C=C(C=C1OC)C1=CN(C(C(=C1C)C)=O)CCC)OC)N1C(NC(CC1)=O)=O